tert-Butyl 3-(4-hydroxy-7-(pyridin-2-yl)benzo[d]oxazol-2-yl)-3,6-diazabicyclo[3.1.1]heptane-6-carboxylate OC1=CC=C(C2=C1N=C(O2)N2CC1N(C(C2)C1)C(=O)OC(C)(C)C)C1=NC=CC=C1